3-(2-(1,3,4-thiadiazol-2-yl)pyridin-4-yl)-5-(trifluoromethyl)-1,2,4-oxadiazole S1C(=NN=C1)C1=NC=CC(=C1)C1=NOC(=N1)C(F)(F)F